FC=1C=C(C=C(C1C)NC(=O)C1=CN=C2N1C=C(C=C2)C(C)C)C2=NOC(=N2)C2CN(C2)C(=O)OC methyl 3-(3-(3-fluoro-5-(6-isopropylimidazo[1,2-a]pyridine-3-carboxamido)-4-methylphenyl)-1,2,4-oxadiazol-5-yl)azetidine-1-carboxylate